CC(C)(C)[S@@](=O)NC(C)C=1C=C2CCN(C2=CC1)C(=O)C1CCCCC1 (R)-2-methyl-N-(1-(1-(cyclohexanecarbonyl)-2,3-dihydro-1H-indol-5-yl)ethyl)propane-2-sulfinamide